The molecule is an organic cation that is the conjugate acid of epoxyqueuine, obtained by protonation of the secondary amino group; major species at pH 7.3. It is an organic cation and an ammonium ion derivative. It is a conjugate acid of an epoxyqueuine. C1=C(C2=C(N1)N=C(NC2=O)N)C[NH2+][C@@H]3[C@H]([C@H]([C@H]4[C@@H]3O4)O)O